(2R,3S)-3-((tert-butyldimethylsilyl)oxy)-2-(3-hydroxypropyl)piperidine-1-carboxylic acid tert-butyl ester C(C)(C)(C)OC(=O)N1[C@@H]([C@H](CCC1)O[Si](C)(C)C(C)(C)C)CCCO